azido-4-chlorobutane N(=[N+]=[N-])CCCCCl